((3aS,4R,6S,6aS)-6-(4-aminopyrrolo[2,1-f][1,2,4]triazin-7-yl)-4-cyano-2,2-dimethyltetrahydrofuro[3,4-d][1,3]dioxol-4-yl)methyl isopropyl carbonate C(OC[C@]1(O[C@H]([C@@H]2OC(O[C@@H]21)(C)C)C2=CC=C1C(=NC=NN12)N)C#N)(OC(C)C)=O